Tert-butyl (1R,5S)-3-((toluenesulfonyloxy)methyl)-8-azabicyclo[3.2.1]octane-8-carboxylate C(C1=CC=CC=C1)S(=O)(=O)OCC1C[C@H]2CC[C@@H](C1)N2C(=O)OC(C)(C)C